FC1=CC(=C(C=C1)C1=NC(=NC=C1F)Cl)OC 4-(4-fluoro-2-methoxyphenyl)-5-fluoro-2-chloropyrimidine